4-(2-(4-fluorophenoxy)acetamido)-2-oxo-bicyclo[2.2.2]octane-1-carboxylic acid FC1=CC=C(OCC(=O)NC23CC(C(CC2)(CC3)C(=O)O)=O)C=C1